N1=C(C=NC=C1)C(=O)ON=C(C1=CC=CC=C1)C1=CC=CC=C1 Diphenylmethanone O-pyrazine-2-carbonyl oxime